C(C)(C)(C)OC([C@@H](N)CCC(=O)OC(C)(C)C)=O di-tert-butyl-glutamate